tert-butyl 3-[5-amino-6-[2-cyano-3-[[ethyl(methyl)sulfamoyl]amino]-6-fluoro-phenoxy]-4-oxo-quinazolin-3-yl]-1-oxa-8-azaspiro[4.5]decane-8-carboxylate NC1=C2C(N(C=NC2=CC=C1OC1=C(C(=CC=C1F)NS(N(C)CC)(=O)=O)C#N)C1COC2(C1)CCN(CC2)C(=O)OC(C)(C)C)=O